O=C1C2=CC=CC=C2N(C=2C=CC=CC12)CC(=O)O 2-(9-oxoacridin-10(9H)-yl)acetic acid